FC=1C(=C(C=CC1F)[C@H]1[C@@H](O[C@]([C@H]1C)(C(F)(F)F)C)C(=O)NC1=CC(=NC=C1)C(=O)N)OC(C)C |o1:8,9,11,12| rel-(2r,3s,4s,5r)-4-[[3-(3,4-difluoro-2-isopropoxy-phenyl)-4,5-dimethyl-5-(trifluoromethyl)tetrahydrofuran-2-carbonyl]amino]pyridine-2-carboxamide